4-methyl-oxazolidine-4-carboxylic acid CC1(NCOC1)C(=O)O